C(C)(C)(C)OC(=O)N1CCC(CC1)NC1=NC=CC=C1N.CC(CC(C)(C)C)(C)C1=CC=C(C=C1)N(C(C=C)=O)C1=CC=C(C=C1)C(CC(C)(C)C)(C)C N,N-bis(4-(1,1,3,3-tetramethylbutyl)phenyl)Acrylamide Tert-Butyl-4-((3-aminopyridin-2-yl)amino)piperidine-1-carboxylate